CO[C@@H]1[C@H](CCC1)N[C@H]1[C@@H](CCCC1)OC=1C=C2CN(C(C2=CC1)=O)C1C(NC(CC1)=O)=O 3-(5-(((1R,2R)-2-(((1S,2S)-2-methoxycyclopentyl)amino)cyclohexyl)oxy)-1-oxoisoindolin-2-yl)piperidine-2,6-dione